The molecule is a monocarboxylic acid anion that is the conjugate base of 5-oxo-2,5-dihydro-2-furylacetic acid, formed via deprotonation of the carboxy group; major species at pH 7.3. It is a conjugate base of a 5-oxo-2,5-dihydro-2-furylacetic acid. C1=CC(=O)OC1CC(=O)[O-]